FC1=CC=C(C=C1)C=CC(=O)C1=CC=C(C=C1)OCCCO 3-(4-Fluorophenyl)-1-[4-(3-hydroxypropoxy)phenyl]prop-2-en-1-one